2-(methylsulfonyl)-N-(4-(3-phenylisooxazolidin-2-yl)-5-(trifluoromethyl)pyrimidin-2-yl)-1,2,3,4-tetrahydroisoquinolin-6-amine CS(=O)(=O)N1CC2=CC=C(C=C2CC1)NC1=NC=C(C(=N1)N1OCCC1C1=CC=CC=C1)C(F)(F)F